C(C)(C)(C)OC(=O)N1[C@@H](C[C@H](C1)C(F)F)CO (2s,4r)-4-(difluoromethyl)-2-(hydroxymethyl)pyrrolidine-1-carboxylic acid tert-butyl ester